N-(9-((2R,3R,4R,5R)-5-((bis(4-methoxyphenyl)(phenyl)methoxy)methyl)-3-fluoro-4-hydroxytetrahydrofuran-2-yl)-9H-purin-6-yl)-N-ethylbenzamide COC1=CC=C(C=C1)C(OC[C@@H]1[C@H]([C@H]([C@@H](O1)N1C2=NC=NC(=C2N=C1)N(C(C1=CC=CC=C1)=O)CC)F)O)(C1=CC=CC=C1)C1=CC=C(C=C1)OC